1-((tert-butyldiphenylsilyl)oxy)hexane [Si](C1=CC=CC=C1)(C1=CC=CC=C1)(C(C)(C)C)OCCCCCC